S1C=NC2=C1C=C(C=C2)C(C)N2C[C@@H](N(C[C@H]2CC)C(=O)OC(C)(C)C)CC tert-butyl (2S,5R)-4-(1-(benzo[d]thiazol-6-yl) ethyl)-2,5-diethylpiperazine-1-carboxylate